7-bromo-6-chloro-1-(4,6-diisopropylpyrimidin-5-yl)-8-fluoro-4-hydroxy-3-nitroquinolin-2(1H)-one BrC1=C(C=C2C(=C(C(N(C2=C1F)C=1C(=NC=NC1C(C)C)C(C)C)=O)[N+](=O)[O-])O)Cl